2-(3-chloro-4-fluorophenyl)-2-[(4-{[(3-methyl-1,2,4-oxadiazol-5-yl)amino]methyl}-1H-1,3-benzodiazol-2-yl)amino]propan-1-ol ClC=1C=C(C=CC1F)C(CO)(C)NC1=NC2=C(N1)C=CC=C2CNC2=NC(=NO2)C